CC1=NC2=CC=C(C=C2C1(C)C)CCCC 2,3,3-trimethyl-5-butyl-3H-indole